6-((2-(2,6-dioxopiperidin-3-yl)-1,3-dioxoisoindolin-4-yl)thio)hexanoic acid O=C1NC(CCC1N1C(C2=CC=CC(=C2C1=O)SCCCCCC(=O)O)=O)=O